[2-(methylamino)-7-oxo-4-(prop-2-yl)-6H,7H-thieno[2,3-d]pyridazin-6-yl]-N-(pyrimidin-2-yl)cyclopropane-1-carboxamide Cyclohexylmethacrylat C1(CCCCC1)OC(C(=C)C)=O.CNC1=CC2=C(C(N(N=C2C(C)C)C2(CC2)C(=O)NC2=NC=CC=N2)=O)S1